(S)-3-(5-(1-(3,5-dimethylpyridazin-4-yl)ethoxy)-1H-indazol-3-yl)-5-(6-methyl-2,6-diazaspiro[3.3]heptan-2-yl)benzonitrile CC=1N=NC=C(C1[C@H](C)OC=1C=C2C(=NNC2=CC1)C=1C=C(C#N)C=C(C1)N1CC2(C1)CN(C2)C)C